Bis(2,4-cyclopentadienyl)bis[2,6-difluoro-3-(1-pyrryl)phenyl]titanium(IV) C1(C=CC=C1)[Ti](C1=C(C(=CC=C1F)N1C=CC=C1)F)(C1=C(C(=CC=C1F)N1C=CC=C1)F)C1C=CC=C1